N-(2,4-difluoro-3-iodophenyl)-4-fluoro-3-methoxybenzenesulfonamide FC1=C(C=CC(=C1I)F)NS(=O)(=O)C1=CC(=C(C=C1)F)OC